FC1(CC12CCNCC2)F 1,1-difluoro-6-azaspiro[2.5]octane